C(C)C=1C=C2C=CN=C(C2=CC1O)NC1=CC=C(C=C1)S(=O)(=O)C 6-ethyl-1-[(4-methylsulfonylphenyl)amino]isoquinolin-7-ol